2-mercapto-6-methoxybenzothiazole SC=1SC2=C(N1)C=CC(=C2)OC